3-[(1-methylpyrazol-3-yl)methyl]-6-{[2-(1-methylpyrazol-4-yl)-4-pyridyl]oxy}quinazolin-4-one CN1N=C(C=C1)CN1C=NC2=CC=C(C=C2C1=O)OC1=CC(=NC=C1)C=1C=NN(C1)C